6-tert-butyl-10-methoxy-9-[6-(2-methoxyethoxy)pyridin-3-yl]-2-oxo-6,7-dihydro-2H-pyrido[2,1-a]isoquinoline-3-carboxylic acid C(C)(C)(C)C1N2C(C3=CC(=C(C=C3C1)C=1C=NC(=CC1)OCCOC)OC)=CC(C(=C2)C(=O)O)=O